C(C)(C)N(C(=O)N=NC(=O)N(C(C)C)C(C)C)C(C)C N,N,N',N'-tetraisopropyl-azodicarboxamide